O1C(=NN=C1C=1C=C(C=CC1)C=1C(=O)NC(C1)=O)C=1C=C(C=CC1)C=1C(=O)NC(C1)=O [1,3,4-oxadiazol-2,5-diylbis(3,1-phenylene)]bismaleimide